Dimethyl-furan-2,3-dicarboxylic acid CC1=C(C(=C(O1)C(=O)O)C(=O)O)C